propan-1-yl-N,N,N-trimethylammonium chloride [Cl-].C(CC)[N+](C)(C)C